2-benzyl-4-((3-(piperidin-1-yl)propyl)amino)-9H-pyrido[2',3':4,5]pyrrolo[2,3-d]pyrimidine-7-carboxylic acid methyl ester COC(=O)C1=CC2=C(C3=C(N=C(N=C3NCCCN3CCCCC3)CC3=CC=CC=C3)N2)N=C1